C1COCCN1C2=CC=C(C=C2)NC3=NC(=CN4C3=NC=C4)C5=CC6=C(C=C5)C=NN6 6-(1H-indazol-6-yl)-N-[4-(morpholin-4-yl)phenyl]imidazo[1,2-a]pyrazin-8-amine